C(C)N1CCN(CC1)C1=CC=C(C=C1)NC1=NNC2=CC(=CC=C12)C1=C(SC=C1)C=O 3-(3-((4-(4-ethylpiperazin-1-yl)phenyl)aminO)-1H-indazol-6-yl)thiophene-2-carbaldehyde